N-(1-(2,4-bis(trifluoromethyl)benzyl)-1H-pyrazol-4-yl)-5-(2-hydroxypropan-2-yl)isoxazole-3-carboxamide FC(C1=C(CN2N=CC(=C2)NC(=O)C2=NOC(=C2)C(C)(C)O)C=CC(=C1)C(F)(F)F)(F)F